C(C)C=1C(NC=2C=C(C=NC2C1)CC1(CCN(CC1)C=1C=CC(=NC1C)C(=O)NC)F)=O 5-(4-((7-ethyl-6-oxo-5,6-dihydro-1,5-naphthyridin-3-yl)methyl)-4-fluoropiperidin-1-yl)-N,6-dimethylpicolinamide